C1=CC=CC2=CC3=CC=CC=C3C(=C12)CC1=C(/C(/OC1=O)=N/C1CCC(CC1)C)CC(=O)OCC Ethyl (Z)-2-(4-(anthracen-9-ylmethyl)-2-((4-methyl cyclohexyl) imino)-5-oxo-2,5-dihydrofuran-3-yl)acetate